3-(5-cyanopyridin-2-yl)-N-(2-(difluoromethoxy)-6-methylpyridin-3-yl)-3-hydroxy-1-(2-isopropylphenyl)cyclobutane-1-carboxamide C(#N)C=1C=CC(=NC1)C1(CC(C1)(C(=O)NC=1C(=NC(=CC1)C)OC(F)F)C1=C(C=CC=C1)C(C)C)O